C(C=C)C1(O[C@@H]([C@H]2OC(O[C@H]21)(C)C)CN)O (3aR,6R,6aR)-4-allyl-6-(aminomethyl)-2,2-dimethyl-6,6a-dihydro-3aH-furo[3,4-d][1,3]dioxol-4-ol